C(C)(C)(C)OC(=O)N1CC(CC1)CSC(C)=O 3-((acetylthio)methyl)pyrrolidine-1-carboxylic acid tert-butyl ester